ClC=1C=C2C=NC(=NC2=CC1C1CCN(CC1)[C@H]1[C@@H](OC1)C)NC=1C=NN(C1Cl)C1CC1 |o1:17,18| (2S,3R) or (2R,3S)-6-chloro-N-(5-chloro-1-cyclopropyl-1H-pyrazol-4-yl)-7-[1-(2-methyloxetan-3-yl)piperidin-4-yl]quinazolin-2-amine